4-(4-(4-(2-(2-Aminopyridin-3-yl)-5-(2-cyanophenyl)-3H-imidazo[4,5-b]pyridin-3-yl)benzyl)piperazin-1-yl)pyrimidine-2-carbonitrile NC1=NC=CC=C1C1=NC=2C(=NC(=CC2)C2=C(C=CC=C2)C#N)N1C1=CC=C(CN2CCN(CC2)C2=NC(=NC=C2)C#N)C=C1